N1(CCC1)CC1(CC1)NC(C(C)C1=C(C=CC=C1)Cl)=O N-(1-(azetidin-1-ylmethyl)cyclopropyl)-2-(2-chlorophenyl)propanamide